methyl-1-((4,4-difluorocyclohexyl)methyl)-1H-pyrrole CC=1N(C=CC1)CC1CCC(CC1)(F)F